hydroxy-4-(propylcarbamoyl)benzoic acid OC1=C(C(=O)O)C=CC(=C1)C(NCCC)=O